benzyl 3-(3-formylphenyl)-3-hydroxyazetidine-1-carboxylate C(=O)C=1C=C(C=CC1)C1(CN(C1)C(=O)OCC1=CC=CC=C1)O